N-((4-chloro-2H-indazol-6-yl)methyl)-4-(5-methyl-2-((1-methyl-1H-pyrazol-5-yl)amino)pyrimidin-4-yl)oxazole-2-carboxamide ClC=1C2=CNN=C2C=C(C1)CNC(=O)C=1OC=C(N1)C1=NC(=NC=C1C)NC1=CC=NN1C